N-[2-(3-chlorophenyl)propan-2-yl]acetamide tert-butyl-(R)-4-(2,3-dihydro-1H-pyrrolo[2,3-b]pyridin-4-yl)-2-methylpiperazine-1-carboxylate C(C)(C)(C)OC(=O)N1[C@@H](CN(CC1)C1=C2C(=NC=C1)NCC2)C.ClC=2C=C(C=CC2)C(C)(C)NC(C)=O